FC1(CN[C@H]2[C@@H]1N(OC2)CCC(C(=O)OCC2=CC=CC=C2)(C)OC)F |o1:4,5| benzyl 4-((3aS*,6aS*)-6,6-difluorohexahydro-1H-pyrrolo[3,2-c]isoxazol-1-yl)-2-methoxy-2-methylbutanoate